7-[(2R)-2-[[(3-chloropyridin-2-yl)oxy]methyl]-4-(pyridin-3-yl)pyrrolidin-1-yl]-1-[6-[3-(dimethylamino)azetidin-1-yl]pyridin-3-yl]-6-fluoro-4-oxoquinoline-3-carboxylic acid ClC=1C(=NC=CC1)OC[C@@H]1N(CC(C1)C=1C=NC=CC1)C1=C(C=C2C(C(=CN(C2=C1)C=1C=NC(=CC1)N1CC(C1)N(C)C)C(=O)O)=O)F